ethyl 2-(4-(2-(1,3-dioxolan-2-yl)-1-nitroethyl)-1-benzylpiperidin-4-yl)acetate O1C(OCC1)CC([N+](=O)[O-])C1(CCN(CC1)CC1=CC=CC=C1)CC(=O)OCC